OC1=C(C(=O)NC2=CC=C(C=C2)CN2CCOCC2)C=C(C(=C1)O)C(C)C 2,4-dihydroxy-5-isopropyl-N-(4-(morpholinylmethyl)phenyl)benzamide